ethyl 2-[5-(4-fluorophenyl)-1-methyl-1H-pyrazol-3-yl]Acetate FC1=CC=C(C=C1)C1=CC(=NN1C)CC(=O)OCC